OC1=C(C=C(C=C1)[C@H](CNCCC1=CC=C(C=C1)OC)O)NC=O |r| N-[2-hydroxy-5-[(1RS)-1-hydroxy-2-[[2-(4-methoxyphenyl)ethyl]amino]ethyl]phenyl]carboxamide